tert-Butyl 4-((4-((3-(1-(2,6-dioxopiperidin-3-yl)-3-methyl-2-oxo-2,3-dihydro-1H-benzo[d]imidazol-4-yl)prop-2-yn-1-yl)oxy)piperidin-1-yl)methyl)piperidine-1-carboxylate O=C1NC(CCC1N1C(N(C2=C1C=CC=C2C#CCOC2CCN(CC2)CC2CCN(CC2)C(=O)OC(C)(C)C)C)=O)=O